O1C(=NC=C1)C1=CC2=C(C(=NO2)N)C=C1 6-(Oxazol-2-yl)benzo[d]isoxazol-3-amine